C(C)(=O)O[C@H]1[C@@H](OCC1)N1C2=NC(=NC(=C2N=C1C=1OC(=CC1)C)Cl)C#CCCCCCC (2R,3R)-2-(6-chloro-8-(5-methylfuran-2-yl)-2-(oct-1-yn-1-yl)-9H-purin-9-yl)tetrahydrofuran-3-yl acetate